C(C(O)C)(=O)O.C(C)N(CC)CCNC(CCCCCCCCCCCCCCCCC)=O stearic acid diethylaminoethyl amide lactate